Trans-2,2-dichloro-N-(4-chloro-3-(2-(2-cyanophenyl)hydrazine-1-carbonyl)phenyl)-3-(3,5-dichlorophenyl)cyclopropane-1-carboxamide ClC1([C@H]([C@@H]1C1=CC(=CC(=C1)Cl)Cl)C(=O)NC1=CC(=C(C=C1)Cl)C(=O)NNC1=C(C=CC=C1)C#N)Cl